2-[[4-(3-methoxypropoxy)-3-methyl-2-pyridinyl]-methylsulfonyl]-1H-benzimidazole COCCCOC1=C(C(=NC=C1)CS(=O)(=O)C1=NC2=C(N1)C=CC=C2)C